3-(But-3-enyl)-7-methylquinazolin-4(3H)-one-1-d C(CC=C)N1CN(C2=CC(=CC=C2C1=O)C)[2H]